C(CCC)C1=C(CO)C(=CC=C1)CCCC 2,6-dibutyl-hydroxytoluene